tert-Butyl (E)-5-(3,3-difluoropiperidin-1-yl)pent-2-enoate FC1(CN(CCC1)CC/C=C/C(=O)OC(C)(C)C)F